[N+](=O)([O-])C1=CC=C(C=C1)NC(=O)N1CCN(C2=CC(=CC=C12)OC)CC1=CC=CC=C1 N-(4-nitrophenyl)-4-benzyl-6-methoxy-3,4-dihydroquinoxaline-1(2H)-carboxamide